2-(prop-2-en-1-yl)benzene-4,1-diyl dicyanate C(C=C)C1=C(C=CC(=C1)OC#N)OC#N